(2S,4S)-4-(triazol-1-yl)-pyrrolidine-2-carboxylic acid N1(N=NC=C1)[C@H]1C[C@H](NC1)C(=O)O